3-hydroxypropyldodecanoate OCCCOC(CCCCCCCCCCC)=O